C1(=CC=CC=C1)C1=C(C=2N=C3C=4C(=CC=C3SC2C=C1)N=C1C=CC=CC14)C1=C(C=CC=C1)C=1C(=CC=CC1)C=1C(=CC=CC1)C1=CC=CC=C1 Phenyl(quaterphenylyl)indolophenothiazine